4-(difluoromethyl)-N-[4-fluoro-5-[2-[(2R)-2-methylmorpholin-4-yl]pyrimidin-5-yl]-2-[(3R,5S)-3,4,5-trimethylpiperazin-1-yl]phenyl]-6-oxo-1H-pyridine-3-carboxamide FC(C=1C(=CNC(C1)=O)C(=O)NC1=C(C=C(C(=C1)C=1C=NC(=NC1)N1C[C@H](OCC1)C)F)N1C[C@H](N([C@H](C1)C)C)C)F